C(C)C(C(=O)N)OC(C(F)(F)F)C ethyl-2-((1,1,1-trifluoropropan-2-yl)oxy)acetamide